ClC1=CC=C(C=C1)C1=C(CCC(C1)(C)C)CN1C2CN(C(C1)CC2)C(=O)C=2C(=C1CN(C(C1=CC2)=O)C2C(NC(CC2)=O)=O)F 3-(5-(5-((4'-chloro-5,5-dimethyl-3,4,5,6-tetrahydro-[1,1'-biphenyl]-2-yl)methyl)-2,5-diazabicyclo[2.2.2]octane-2-carbonyl)-4-fluoro-1-oxoisoindolin-2-yl)piperidine-2,6-dione